COC=1C=C2C=CC(=CC2=CC1)[C@@H](C(=O)O)C (S)-2-(6-methoxynaphthalen-2-yl)propanoic acid